C(C)(C)N1N=NC(=C1)C(=O)NCC=1SC(=NN1)C1=CC=CC=C1 1-isopropyl-N-((5-phenyl-1,3,4-thiadiazol-2-yl)methyl)-1H-1,2,3-triazole-4-carboxamide